BrC1=NNC2=NC=NC(=C21)N2CCC(CC2)[C@H](OCCN(C)C)C2=CC=C(C=C2)Cl 2-{[(S)-[1-(3-bromo-1H-pyrazolo[3,4-d]pyrimidin-4-yl)piperidin-4-yl](4-chlorophenyl)methyl]oxy}-N,N-dimethylethanamine